C1(CC1)N1C=C(C2=C1C=NN(C2=O)CC(=O)N[C@@H](C)C2=CC=C(C=C2)OC)C (S)-2-(1-Cyclopropyl-3-methyl-4-oxo-1,4-dihydro-5H-pyrrolo[2,3-d]pyridazin-5-yl)-N-(1-(4-methoxyphenyl)ethyl)acetamid